ClC=1C=C2C(=C3C1NC(NC31CCCCC1)=O)OC(=N2)C(=O)O 5-chloro-7-oxo-7,8-dihydro-6H-spiro[[1,3]oxazolo[5,4-f]quinazoline-9,1'-cyclohexane]-2-carboxylic acid